benzyl 3-(3,4-difluorophenyl)-3-hydroxy-pyrrolidine-1-carboxylate FC=1C=C(C=CC1F)C1(CN(CC1)C(=O)OCC1=CC=CC=C1)O